N,N-di(beta-hydroxyethyl)p-tert-butyl-benzamide OCCN(C(C1=CC=C(C=C1)C(C)(C)C)=O)CCO